7-(1H-pyrazol-4-yl)-[1,2,4]triazolo[1,5-c]pyrimidin-2-amine N1N=CC(=C1)C1=CC=2N(C=N1)N=C(N2)N